FC(C(=O)O)(F)F.N1CC(C1)C1=CC=C(N=N1)C1=C(C=C(C=C1)C1=CC2=CN(N=C2C=C1)C)O 2-[6-(azetidin-3-yl)pyridazin-3-yl]-5-(2-methyl-2H-indazol-5-yl)phenol trifluoroacetate